C(C)(C)(C)NC(C1=CC=C(C=C1)NC([C@H](CC1=CC=CC=C1)NC(C1=CC=C(C=C1)F)=O)=O)=O (S)-N-tert-butyl-4-(2-(4-fluorobenzamido)-3-phenylpropionamido)benzamide